N'-tetraphenylnaphthalene-2,6-diamine C1(=CC=CC2=CC=C3C=C4C=CC=CC4=CC3=C12)NC=1C=C2C=CC(=CC2=CC1)N